C[C@@]12CCC[C@H]1[C@@H]1CC[C@H]3CCCC[C@]3(C)[C@H]1CC2 5α-Androstane